BrC=1C=C(C=CC1)C(=O)N[C@@H](CCCNC(OC(C)(C)C)=O)C=1OC(=CN1)C1=CC=CC=C1 tert-Butyl N-[(4S)-4-[(3-bromophenyl)formamido]-4-(5-phenyl-1,3-oxazol-2-yl)butyl]carbamate